C(C1=CC=CC=C1)OCOCCCC(C)[Li] 4-benzyloxymethoxy-1-methylbutyllithium